2-amino-6-phenyl-4-(4'-(trifluoromethyl)-[1,1'-biphenyl]-3-yl)pyridine-3,5-dicarbonitrile NC1=NC(=C(C(=C1C#N)C=1C=C(C=CC1)C1=CC=C(C=C1)C(F)(F)F)C#N)C1=CC=CC=C1